iminooxaneOne N=C1C(OCCC1)=O